1-(2-(((6-(bis(3,4-dimethylbenzyl)amino)-3-(trifluoromethyl)pyridazin-4-yl)oxy)methyl)-6-cyclopropylimidazo[1,2-a]pyridin-8-yl)-3-methylimidazolidine-2,4-dione CC=1C=C(CN(C2=CC(=C(N=N2)C(F)(F)F)OCC=2N=C3N(C=C(C=C3N3C(N(C(C3)=O)C)=O)C3CC3)C2)CC2=CC(=C(C=C2)C)C)C=CC1C